COC=1C=C2CCN(CC2=CC1NC1=NC2=CC(=CC=C2C=N1)C=1C=NC2=CC=CN=C2C1)C N-(6-methoxy-2-methyl-1,2,3,4-tetrahydroisoquinolin-7-yl)-7-(1,5-naphthyridin-3-yl)quinazolin-2-amine